3-(5-fluoro-2-methoxy-4-(trifluoromethyl)phenyl)piperidine FC=1C(=CC(=C(C1)C1CNCCC1)OC)C(F)(F)F